C1(=CC(=CC=C1)C[C@H]1[C@H](CCC=2N1C(C(=CN2)C)=O)NS(=O)(=O)C)C2=CC=CC=C2 |r| rac-N-{(6S,7S)-6-[([1,1'-biphenyl]-3-yl)methyl]-3-methyl-4-oxo-6,7,8,9-tetrahydro-4H-pyrido[1,2-a]pyrimidin-7-yl}methanesulfonamide